[Br-].[Zn+2].ClC1=NC(=NC=C1C(F)(F)F)NC1=CC=C(C=C1)NC(OC(C)(C)C)=O.[Br-] Tert-butyl (4-((4-chloro-5-(trifluoromethyl)pyrimidin-2-yl)amino)phenyl)carbamate Zinc bromide